CN1C=C(C(C(=C1)C1=CC(=CC=C1)C(F)(F)F)=O)C1=CC=CC=C1 1-METHYL-3-PHENYL-5-(3-(TRIFLUOROMETHYL)PHENYL)-4(1H)-PYRIDINONE